C(CCC)=CC(C)=O butylidenacetone